O.P(=O)([O-])([O-])[O-].[Ca+2].[Ca+2] di-calcium phosphate hydrate